ClCC=1SC(=NN1)C1=CC=C(C=C1)F 2-(Chloromethyl)-5-(4-fluorophenyl)-1,3,4-thiadiazole